The molecule is a sulfonamide, a member of pyrimidines and a primary alcohol. It has a role as an antihypertensive agent and an endothelin receptor antagonist. CC(C)(C)C1=CC=C(C=C1)S(=O)(=O)NC2=C(C(=NC(=N2)C3=NC=CC=N3)OCCO)OC4=CC=CC=C4OC